5-(2-chlorophenethyl)-6-fluoro-3-hydroxy-4H-benzo[e][1,2,4]thiadiazine 1,1-dioxide ClC1=C(CCC2=C(C=CC3=C2NC(=NS3(=O)=O)O)F)C=CC=C1